(S)-1-(3-(2-(3,4-dimethoxyphenyl)-3-ethyl-1H-indol-5-yl)-1,2,4-oxadiazol-5-yl)pentane-1,5-diamine COC=1C=C(C=CC1OC)C=1NC2=CC=C(C=C2C1CC)C1=NOC(=N1)[C@H](CCCCN)N